PYRAZOLO[1,5-A]PYRIMIDINE-3-CARBOXYAMIDE N1=CC(=C2N1C=CC=N2)CC(=O)N